C(C)(C)C=1C(=NNC1C=1C=C(C=2N(C1)N=CN2)C)C2=CC=C(C=C2)C2(CC2)N(C)C 1-(4-(4-isopropyl-5-(8-methyl-[1,2,4]triazolo[1,5-a]pyridin-6-yl)-1H-pyrazol-3-yl)phenyl)-N,N-dimethylcyclopropan-1-amine